O=C1N(C[C@H](N1C(=O)OCC1=CC=CC=C1)C(=O)OC(C)(C)C)C(=O)OC(C)(C)C 3-benzyl 1,4-di-tert-butyl (S)-2-oxoimidazolidine-1,3,4-tricarboxylate